C1(=C(C=CC=C1)N(C=1C=CC=2C(C3=CC=CC=C3C2C1)(C1=CC=CC=C1)C1=CC=CC=C1)C1=CC=C(C=C1)C1=CC=CC=C1)C1=CC=CC=C1 biphenyl-2-yl-biphenyl-4-yl-(9,9-diphenyl-9H-fluoren-3-yl)-amine